FC1=CC(=C(C=C1)N1CN(C(C2=CC=C(C=C12)C(F)(F)F)=O)C=1C=NC(=CC1C)OC)C 1-(4-fluoro-2-methylphenyl)-3-(6-methoxy-4-methylpyridin-3-yl)-7-(trifluoromethyl)-2,3-dihydroquinazolin-4(1H)-one